(5-fluoro-4-(((3R,6S)-6-(hydroxymethyl)tetrahydro-2H-pyran-3-yl)amino)-1H-pyrrolo[2,3-b]pyridin-3-yl)(4-(2-fluorophenoxy)phenyl)methanone FC=1C(=C2C(=NC1)NC=C2C(=O)C2=CC=C(C=C2)OC2=C(C=CC=C2)F)N[C@H]2CO[C@@H](CC2)CO